ClC=1C(=C(C=C(C1)F)[C@@H]1COCC(N1)=O)COC1=CC=C(C=C1)OC (R)-5-(3-chloro-5-fluoro-2-((4-methoxyphenoxy)methyl)phenyl)morpholin-3-one